(S)-2-((1-(3-chloro-6-(2-(diisopropylcarbamoyl)-4-fluorophenoxy)-1,2,4-triazine-5-yl)pyrrolidin-3-yl)methyl)-2,7-diazaspiro[3.5]nonane-7-carboxylic acid benzyl ester C(C1=CC=CC=C1)OC(=O)N1CCC2(CN(C2)C[C@H]2CN(CC2)C=2N=C(N=NC2OC2=C(C=C(C=C2)F)C(N(C(C)C)C(C)C)=O)Cl)CC1